COCC1(CC1)N1C=CC=C1 1-[1-(methoxymethyl)cyclopropyl]pyrrole